N-[5-(difluoromethoxy)-4,6-dimethoxy-pyrimidin-2-yl]-6-methyl-7-pyrazol-1-yl-1H-indole-3-sulfonamide FC(OC=1C(=NC(=NC1OC)NS(=O)(=O)C1=CNC2=C(C(=CC=C12)C)N1N=CC=C1)OC)F